Perfluorophenyl 5-((1H-pyrazol-1-yl)methyl)-6-ethoxypicolinate N1(N=CC=C1)CC=1C=CC(=NC1OCC)C(=O)OC1=C(C(=C(C(=C1F)F)F)F)F